eicosane-3,9-diol CCC(CCCCCC(CCCCCCCCCCC)O)O